1-(11Z-eicosenoyl)-2-(13Z,16Z-docosadienoyl)-glycero-3-phosphocholine CCCCCCCC/C=C\CCCCCCCCCC(=O)OC[C@H](COP(=O)([O-])OCC[N+](C)(C)C)OC(=O)CCCCCCCCCCC/C=C\C/C=C\CCCCC